2,2-dimethyl-3-heptyne CC(C)(C#CCCC)C